NCC(CN1N=CN(C1=O)CC1=CC=C(S1)C=1C=C2CCC(N(C2=CC1)C)=O)=C(F)F 6-[5-[[1-[2-(aminomethyl)-3,3-difluoro-allyl]-5-oxo-1,2,4-triazol-4-yl]methyl]-2-thienyl]-1-methyl-3,4-dihydroquinolin-2-one